10-{[(2S)-1-[(2S,4R)-4-hydroxy-2-{[(1S)-1-[4-(4-methyl-1,3-thiazol-5-yl)phenyl]ethyl]carbamoyl}pyrrolidin-1-yl]-3,3-dimethyl-1-oxobutan-2-yl]carbamoyl}decanoic acid O[C@@H]1C[C@H](N(C1)C([C@H](C(C)(C)C)NC(=O)CCCCCCCCCC(=O)O)=O)C(N[C@@H](C)C1=CC=C(C=C1)C1=C(N=CS1)C)=O